5-(4-((7-ethyl-6-oxo-5,6-dihydro-1,5-naphthyridin-3-yl)methyl)piperazin-1-yl)piperazine-2-carboxamide C(C)C=1C(NC=2C=C(C=NC2C1)CN1CCN(CC1)C1NCC(NC1)C(=O)N)=O